(2-chloro-5-(2-((S)-2-methylazetidin-1-yl)-6,7-dihydro-5H-cyclopenta[d]pyrimidin-4-yl)phenyl)(imino)(methyl)-λ6-sulfanone ClC1=C(C=C(C=C1)C=1C2=C(N=C(N1)N1[C@H](CC1)C)CCC2)S(=O)(C)=N